4,4-dimethyl-2-oxazoline CC1(N=COC1)C